BrC=1N(C2=CC=CC=3C4=C[C@H](CN([C@@H]4CC1C32)C)C(N(CC)CC)=O)C(=O)OC(C)(C)C tert-butyl (6aR,9R)-5-bromo-9-(diethylcarbamoyl)-7-methyl-6a,7,8,9-tetrahydroindolo[4,3-fg]quinoline-4(6H)-carboxylate